C(CCCCC)OC=C(C)C1=CC=C(C=C1)OC 1-(1-(hexyloxy)prop-1-en-2-yl)-4-methoxybenzene